erythrouronic acid O=C[C@H](O)[C@H](O)C(=O)O